(4S,6R)-2-Amino-4-(5-((Z)-2-(5-chloropyridin-2-yl)-2-fluorovinyl)-2-fluorophenyl)-4,6-dimethyl-5,6-dihydro-4H-1,3-thiazin NC=1S[C@@H](C[C@@](N1)(C)C1=C(C=CC(=C1)\C=C(/F)\C1=NC=C(C=C1)Cl)F)C